C(CCCCCCC\C=C/CCCCCCCC)(=O)OC(C)C oleic acid, isopropyl ester